3-Bromo-2-(trifluoro-methyl)-pyridine BrC=1C(=NC=CC1)C(F)(F)F